CC1(CCN(CC1)C(=O)OC(C)(C)C)COS(=O)(=O)C tert-butyl 4-methyl-4-(methylsulfonyloxymethyl)piperidine-1-carboxylate